[As]=S.[Fe] iron-arsenic sulphide